FC1(CCC(CC1)[C@@H](C(NC1=NC=CC(=C1)C(C)(C)N1C(N[C@@H](C1)C(F)(F)F)=O)=O)NC(=O)C1=CC=NN1CC)F N-((S)-1-(4,4-difluorocyclohexyl)-2-oxo-2-((4-(2-((S)-2-oxo-4-(trifluoromethyl)imidazolidin-1-yl)propan-2-yl)pyridin-2-yl)amino)ethyl)-1-ethyl-1H-pyrazole-5-carboxamide